1,4-cyclohexane-diol C1(CCC(CC1)O)O